Ethyl (E)-4-(thiophen-3-yl)but-2-enoate S1C=C(C=C1)C/C=C/C(=O)OCC